NCCOCC(=O)O (2-aminoethoxy)acetic acid